FC(C(C1=CC=C(C=C1)F)N1N=CC(=C1)C=1C=C(C=NC1)C1=CC=2N(C=C1)N=C(N2)NC([O-])=O)(C)F (7-(5-(1-(2,2-difluoro-1-(4-fluorophenyl)propyl)-1H-pyrazol-4-yl)pyridin-3-yl)-[1,2,4]triazolo[1,5-a]pyridin-2-yl)carbamate